COC1=C(C(=O)NC2=CC3=C(NC(N3)=O)C=C2)C=CN=C1 3-Methoxy-N-(2-oxo-2,3-dihydro-1H-benzo[d]imidazol-5-yl)isonicotinamide